Pyrimidine-5(6H)-one N1=CN=CC(C1)=O